O=C1NC(CCC1N1C(C2=CC=C(C=C2C1=O)N1CC(C1)OCCC1CCNCC1)=O)=O 2-(2,6-dioxopiperidin-3-yl)-5-(3-(2-(piperidin-4-yl)ethoxy)azetidin-1-yl)isoindoline-1,3-dione